N-(6-aminobenzo[d]thiazol-2-yl)cyclopropanecarboxamide NC1=CC2=C(N=C(S2)NC(=O)C2CC2)C=C1